α,α'-azobis-butyramidinium chloride [Cl-].N(=NC(C(=[NH2+])N)CC)C(C(=[NH2+])N)CC.[Cl-]